(S)-3-phenoxymandelonitrile O(C1=CC=CC=C1)C=1C=C([C@@H](C#N)O)C=CC1